C[C@H]1[C@H](CN(C1)C1=C2C=CC=NC2=C(C=C1)C(F)(F)F)NC(C[C@H]1CN(CCC1)C)=O N-[(3R,4R)-4-methyl-1-[8-(trifluoromethyl)quinolin-5-yl]pyrrolidin-3-yl]-2-[(3S)-1-methylpiperidin-3-yl]acetamide